1,2-dimethoxyethane scandium [Sc].COCCOC